C1(CC1)N1CCN(CC1)C1CCN(CC1)C1=C(C=C(C(=C1)OC)NC1=NC=NC(=C1)N1OCC[C@@H]1C1=C(C=C(C=C1)F)F)NC(C=C)=O N-(2-(4-(4-cyclopropylpiperazine-1-yl)piperidine-1-yl)-5-((6-((R)-3-(2,4-difluorophenyl)isoxazolidine-2-yl)pyrimidine-4-yl)amino)-4-methoxyphenyl)acrylamide